C(=O)(O)C(CCN(CCCCC1=NC=2NCCCC2C=C1)CCOC1=CC=CC=C1)NC(=O)N1CC2C(C2C1)C(=O)O 3-[[1-carboxy-3-[2-phenoxyethyl-[4-(5,6,7,8-tetrahydro-1,8-naphthyridin-2-yl)butyl]amino]propyl]carbamoyl]-3-azabicyclo[3.1.0]hexane-6-carboxylic acid